(Z)-6-(4-(pyridin-3-yl)but-1-ynyl)pyridazine-3-carbaldehyde oxime hydrochloride Cl.N1=CC(=CC=C1)CCC#CC1=CC=C(N=N1)\C=N/O